BrC1=C(C=C(S1)C1=CC(=C(C2=NSN=C21)C=2SC(=CC2)Br)F)CCCCCCCCCCCC 7-(5-bromo-4-dodecyl-thiophen-2-yl)-4-(5-bromo-thiophen-2-yl)-5-fluoro-benzo[1,2,5]-thiadiazole